C(C)NC(NCC)[SiH2]CC bis(ethylamino)methylethyl-silane